(5R)-(5-(prop-1-en-2-yl)cyclohex-1-en-1-yl)propanal C=C(C)[C@@H]1CCC=C(C1)C(C=O)C